(S)-2-amino-N1,N1,N5,N5-tetrakis{2-[(2,3,4,6-tetra-O-acetyl-α-D-mannopyranosyl)oxy]ethyl}pentanediamide N[C@H](C(=O)N(CCO[C@@H]1[C@@H](OC(C)=O)[C@@H](OC(C)=O)[C@H](OC(C)=O)[C@H](O1)COC(C)=O)CCO[C@@H]1[C@@H](OC(C)=O)[C@@H](OC(C)=O)[C@H](OC(C)=O)[C@H](O1)COC(C)=O)CCC(=O)N(CCO[C@@H]1[C@@H](OC(C)=O)[C@@H](OC(C)=O)[C@H](OC(C)=O)[C@H](O1)COC(C)=O)CCO[C@@H]1[C@@H](OC(C)=O)[C@@H](OC(C)=O)[C@H](OC(C)=O)[C@H](O1)COC(C)=O